O1-ethyl O2-methyl 4-(1-benzyloxycarbonyl-3,6-dihydro-2H-pyridin-4-yl)-3-methyl-benzene-1,2-dicarboxylate C(C1=CC=CC=C1)OC(=O)N1CCC(=CC1)C=1C(=C(C(=CC1)C(=O)OCC)C(=O)OC)C